2,8-dibromoindeno[1,2-b]Fluorene BrC=1C=CC2=C3C=C4C(C=C3C=C2C1)=C1C=CC(=CC1=C4)Br